O[C@H]1[C@H](O[C@@]2([C@@H](CCO2)N2C(C=CC3=CC=CC=C23)=O)[C@@H]([C@H]1N1N=NC(=C1)C1=CC(=C(C(=C1)F)F)F)O)CO N-((4R,5S,7R,8R,9S,10R)-8,10-dihydroxy-7-(hydroxymethyl)-9-(4-(3,4,5-trifluorophenyl)-1H-1,2,3-triazol-1-yl)-1,6-dioxaspiro[4.5]decan-4-yl)-2-oxo-1,2-dihydroquinoline